4-(2-((1-Cyclopropyl-1H-pyrazol-4-yl)amino)-5-methylpyrimidin-4-yl)-2-fluorobenzoic Acid C1(CC1)N1N=CC(=C1)NC1=NC=C(C(=N1)C1=CC(=C(C(=O)O)C=C1)F)C